NC1(CC1)C1=CC=C(C(=O)OC)C=C1 methyl 4-(1-amino-cyclopropyl)-benzoate